CC1=CN=C(O1)NC(CC)=O N-(5-methyloxazol-2-yl)propanamide